(S)-7-(2-cyclopropyl-benzyl)-5-[1-(2-fluoro-6-methyl-phenyl)-piperidin-4-yl]-2,4-dimethyl-2,4,5,7-tetrahydro-pyrazolo[3,4-d]pyrimidin-6-one C1(CC1)C1=C(CN2C(N([C@H](C=3C2=NN(C3)C)C)C3CCN(CC3)C3=C(C=CC=C3C)F)=O)C=CC=C1